NC1=NNC2=CC(=C(C(=C12)C=1C(=NN(C1C)C1CC2(CN(C2)C(C=C)=O)C1)C1=CC2=CN(N=C2C=C1)CCOC)Cl)C 1-(6-(4-(3-Amino-5-chloro-6-methyl-1H-indazol-4-yl)-3-(2-(2-methoxyethyl)-2H-indazol-5-yl)-5-methyl-1H-pyrazol-1-yl)-2-azaspiro[3.3]heptan-2-yl)prop-2-en-1-one